COC1=NC=NC=C1C(=O)N(N)C(=O)C1CN(CCC1)C1=NC2=CC=CC=C2N=C1 4-methoxy-N-(1-(quinoxalin-2-yl)piperidine-3-carbonyl)pyrimidine-5-carbohydrazide